NCCC1=CC=C(C=C1)C1=C(C=C(C#N)C=C1)OC1=CN=NC(=C1)OC1CCCC1 4-[4-(2-aminoethyl)phenyl]-3-(6-cyclopentyloxypyridazin-4-yl)oxybenzonitrile